N(C1=CC=CC=C1)C1=NC2=CC=C(C=C2C(N1C1=NC=C(C=C1)F)=O)Cl 2-anilino-6-chloro-3-(5-fluoropyridin-2-yl)quinazolin-4(3H)-one